ClC1=CC=C(C=C1)C1=CC=C(C=C1)Cl bis(chloro)biphenyl